O=C1NC(CCC1N1C(C2=CC=C(C=C2C1=O)C#CCCCCCCN1CCC(CC1)C1=CC=C(C(=O)N2CCC(CC2)CCCCNC(\C=C\C=2C=NC=CC2)=O)C=C1)=O)=O (E)-N-(4-(1-(4-(1-(8-(2-(2,6-dioxopiperidin-3-yl)-1,3-dioxoisoindolin-5-yl)oct-7-yn-1-yl)piperidin-4-yl)benzoyl)piperidin-4-yl)butyl)-3-(pyridin-3-yl)acrylamide